CC(CC1=NC2=CC(=CC=C2C(=C1C(=O)NCC1=CC=C(C=C1)F)C)C(F)(F)F)(C)C 2-(2,2-dimethyl-propyl)-N-[(4-fluorophenyl)-methyl]-4-methyl-7-(trifluoromethyl)-quinoline-3-carboxylic acid amide